C(C1=CC=CC=C1)OCC[C@@H]1[C@@H](C[C@@]2(CCCN12)C(=O)OC(C)(C)C)C(=O)OC 7a-(tert-butyl) 2-methyl (2R,3R,7aS)-3-(2-(benzyloxy) ethyl)-tetrahydro-1H-pyrrolizine-2,7a(5H)-dicarboxylate